C(C)(=O)C1=NC2=CC=CC=C2C=N1 2-acetyl-quinazoline